C1(=CC=CC=C1)[C@@H]1CC2(CN(C2)C(=O)OC(C)(C)C)CC1 |o1:6| tert-butyl (S*)-6-phenyl-2-azaspiro[3.4]octane-2-carboxylate